CN(C1=CC=C(C(=O)OCC=NC)C=C1)C N-[2-(4-dimethylaminobenzoyl)oxyethyl-1-yl]methylamine